ClC=1C(=C(C=CC1)C(C)(C)N)OC 2-(3-chloro-2-methoxyphenyl)propan-2-amine